5-Bromo-2-(2-(1-methylpiperidin-2-yl)ethoxy)-3-nitropyridine BrC=1C=C(C(=NC1)OCCC1N(CCCC1)C)[N+](=O)[O-]